COC(=O)N(NC(=O)C1=CC=2N(N=C1OC1=CC(=CC=C1)C1CC1)C=NC2)CC2=C(C=C(C=C2)C)C.[Cl-].C(CCCCCCCCC)[NH+]2CC(CC2)CCC 1-Decyl-3-propylpyrrolidinium chlorid methyl-2-(2-(3-cyclopropylphenoxy)imidazo[1,5-b]pyridazine-3-carbonyl)-1-(2,4-dimethylbenzyl)hydrazine-1-carboxylate